(E)-1-bromo-4-ethoxybut-2-ene BrC\C=C\COCC